C1(=CC=CC=C1)C(CCCC)C1=CC=CC=C1 1,1-diphenylpentane